FC1N(C2(C3=CC(=CC=C13)COC)CCC1(CC2)OCCO1)C[C@H](COCC1=CC=C(C=C1)OC)C fluoro-6''-(methoxymethyl)-2''-{(2R)-3-[(4-methoxyphenyl)methoxy]-2-methylpropyl}-2'',3''-dihydro-dispiro[[1,3]dioxolane-2,1'-cyclohexane-4',1''-isoindole]